8-(1-(2,2-difluoroethyl)-1H-pyrazolo[3,4-b]pyrazin-6-yl)-2-(3-(trifluoromethyl)pyridin-4-yl)-2,8-diazaspiro[4.5]decan-1-one FC(CN1N=CC=2C1=NC(=CN2)N2CCC1(CCN(C1=O)C1=C(C=NC=C1)C(F)(F)F)CC2)F